2-dodecylsuccinic acid C(CCCCCCCCCCC)C(C(=O)O)CC(=O)O